(S)-3-[4-({4-[(morpholin-4-yl)methyl]phenyl}methoxy)-1-oxo-1,3-dihydro-2H-isoindol-2-yl]piperidine-2,6-dione N1(CCOCC1)CC1=CC=C(C=C1)COC1=C2CN(C(C2=CC=C1)=O)[C@@H]1C(NC(CC1)=O)=O